(±)-8-((trans)-3-hydroxycyclopentylamino)-3,7-dimethyl-1-(4-(trifluoromethyl)benzyl)-1H-purine-2,6(3H,7H)-dione O[C@@H]1C[C@H](CC1)NC1=NC=2N(C(N(C(C2N1C)=O)CC1=CC=C(C=C1)C(F)(F)F)=O)C |r|